BrC1=C(C=C(C=C1)Cl)C1N(CC=CCC1)C(=O)O.ClC=1C=CC(=C(C1)[C@@H]1N(CC=CCC1)C(=O)OC(C)(C)C)C=O tert-Butyl (R)-2-(5-chloro-2-formylphenyl)-2,3,4,7-tetrahydro-1H-azepine-1-carboxylate 2-(2-bromo-5-chlorophenyl)-2,3,4,7-tetrahydro-1H-azepine-1-carboxylate